2-((2-hydroxyethyl)amino)-4-phenyl-5,7-dihydro-6H-pyrrolo[3,4-d]pyrimidine-6-carbonitrile OCCNC=1N=C(C2=C(N1)CN(C2)C#N)C2=CC=CC=C2